[Na].C(C)(C)N1C(C=C(C=C1)S(=O)(=O)NC(NC1=C2CCCC2=CC=C1C1=CC(=NC=C1)OC)=O)=O 1-Isopropyl-N-((5-(2-methoxypyridin-4-yl)-2,3-dihydro-1H-inden-4-yl)carbamoyl)-2-oxo-1,2-dihydropyridine-4-sulfonamide, sodium salt